2-(2-chloropyridin-3-yl)-1-(7-fluoro-2-methyl-5-(2-((1-methyl-1H-pyrazol-5-yl)amino)pyrimidin-4-yl)indolin-1-yl)ethan-1-one ClC1=NC=CC=C1CC(=O)N1C(CC2=CC(=CC(=C12)F)C1=NC(=NC=C1)NC1=CC=NN1C)C